FC=1C=C(C=NC1)[C@H]1N(OCC1)C(=O)OC(C)(C)C Tert-butyl (3S)-3-(5-fluoro-3-pyridyl)isoxazolidine-2-carboxylate